N-((2S)-1,1-dicyclopropyl-3-((2-(((R)-4-isopropyl-2-oxoimidazolidin-1-yl)methyl)-2,3-dihydrobenzofuran-6-yl)amino)-3-oxopropan-2-yl)-4-methyl-1,2,5-oxadiazole-3-carboxamide C1(CC1)C([C@@H](C(=O)NC1=CC2=C(CC(O2)CN2C(N[C@@H](C2)C(C)C)=O)C=C1)NC(=O)C1=NON=C1C)C1CC1